C(#N)CN1N=CC2=C(C=C(C=C12)C(=O)N[C@H](C)C=1C=NC(=NC1)C(F)(F)F)C=1SC(=CN1)C (R)-1-(cyanomethyl)-4-(5-methylthiazol-2-yl)-N-(1-(2-(trifluoromethyl)pyrimidin-5-yl)ethyl)-1H-indazole-6-carboxamide